N-((2-(4-((tert-butoxycarbonyl)amino)-2-chlorophenyl)thiazole-4-carbonyl)-L-seryl)-O-(tert-butyldiphenylsilyl)-L-serine methyl ester COC([C@@H](NC([C@@H](NC(=O)C=1N=C(SC1)C1=C(C=C(C=C1)NC(=O)OC(C)(C)C)Cl)CO)=O)CO[Si](C1=CC=CC=C1)(C1=CC=CC=C1)C(C)(C)C)=O